ethyl 2-(2-((7-bromobenzofuran-5-yl)methoxy)-4-((ethoxycarbonylamino)methyl)phenyl)acetate BrC1=CC(=CC=2C=COC21)COC2=C(C=CC(=C2)CNC(=O)OCC)CC(=O)OCC